FC1=CC=C(C(=O)N2[C@@H](C=3N(CC2)C(=NC3C=3CCN(CC3)C(=O)OC(C)(C)C)C3=NC(=NS3)C)C)C=C1 tert-butyl (R)-4-(7-(4-fluorobenzoyl)-8-methyl-3-(3-methyl-1,2,4-thiadiazol-5-yl)-5,6,7,8-tetrahydroimidazo[1,5-a]pyrazin-1-yl)-3,6-dihydropyridine-1(2H)-carboxylate